tert-butyl 4-(4-(3-amino-6-chloropyridazin-4-yl)-1H-imidazol-1-yl)piperidine-1-carboxylate NC=1N=NC(=CC1C=1N=CN(C1)C1CCN(CC1)C(=O)OC(C)(C)C)Cl